P(=O)(OC[C@@H]1O[C@H](CC1)N1C(NC(C(=C1)C)=O)=O)(OCCCCO)O.[Ca] calcium ((2R,3S,5R)-5-(5-methyl-2,4-dioxopyrimidin-1(2H)-yl)-tetrahydrofuran-2-yl)-methyl 4-hydroxybutyl hydrogen phosphate